diethylenetriamine carbamate C(N)(O)=O.NCCNCCN